[I-].FC(C=1C=C(C=CC1F)NC(=O)C=1N(C=C2C1OC[C@H]1[C@@H](NS2(=O)=O)C[NH2+]C1)C)F (3aR,10aR)-8-((3-(difluoromethyl)-4-fluorophenyl)carbamoyl)-7-methyl-2,3,3a,4,10,10a-hexahydro-1H,7H-dipyrrolo[3,4-b:3',4'-f][1,4,5]oxathiazocin-2-ium 5,5-dioxide iodide